N-Acetoxy-N-{3-(acetoxyimino)-3-[9-ethyl-6-(1-naphthoyl)-9H-carbazole-3-yl]-1-methylpropyl}acetamide C(C)(=O)ON(C(C)=O)C(CC(C=1C=CC=2N(C3=CC=C(C=C3C2C1)C(=O)C1=CC=CC2=CC=CC=C12)CC)=NOC(C)=O)C